C(CO)(=O)[O-].[Sn+4].C(CO)(=O)[O-].C(CO)(=O)[O-].C(CO)(=O)[O-] tin glycolate